5-amino-2-(4-chlorophenyl)-2-methyl-4-acetoxy-3(2H)-furanone NC1=C(C(C(O1)(C)C1=CC=C(C=C1)Cl)=O)OC(C)=O